tert-butyl N-[3-[4-[3-[4-[(2-chloro-9-methyl-purin-6-yl)amino]-3-methoxy-pyrazol-1-yl]propyl]piperazin-1-yl]propyl]carbamate ClC1=NC(=C2N=CN(C2=N1)C)NC=1C(=NN(C1)CCCN1CCN(CC1)CCCNC(OC(C)(C)C)=O)OC